C1(C=CC(N1CCCCCC(=O)NCC(=O)O)=O)=O Maleimidocaproyl-glycine